ClC=1C(=NC(=NC1)NC1=C(C=C(C=C1)N(C)CCN(C)C)OC)C1=CN(C2=CC=CC=C12)CC=1C(=C(C=O)C=CC1)O 3-((3-(5-chloro-2-((4-((2-(dimethylamino)ethyl)(methyl)amino)-2-methoxyphenyl)amino)pyrimidin-4-yl)-1H-indol-1-yl)methyl)-2-hydroxybenzaldehyde